CN(C1=CC=C(C=C1)C)CC(C)O N-methyl-N-(2-hydroxypropyl)-p-toluidine